3-(benzyloxy)-5-cyclopropylpyrazin-2-amine C(C1=CC=CC=C1)OC=1C(=NC=C(N1)C1CC1)N